O=C1N[C@H]2[C@@H](N1)CS[C@H]2CCCCC(=O)NCCNC(=O)C2=C1C=CC=C(C1=CC=C2)OC2=CC=C(C=N2)C(=O)OC methyl 6-[[5-[2-[5-[(3aS,4S,6aR)-2-oxo-1,3,3a,4,6,6a-hexahydrothieno[3,4-d]imidazol-4-yl]pentanoylamino]ethylcarbamoyl]-1-naphthyl]oxy]pyridine-3-carboxylate